1-Benzyl-N-(2-fluorophenyl)-2-oxo-3-(phenylselanyl)pyrrolidine-3-carboxamide C(C1=CC=CC=C1)N1C(C(CC1)(C(=O)NC1=C(C=CC=C1)F)[Se]C1=CC=CC=C1)=O